ClC=1C(=C(C=CC1)[C@@]1(CNCC1)NC1=CC=C2C=CN(C(C2=C1)=O)C(C)C)C (S)-7-((3-(3-chloro-2-methylphenyl)pyrrolidin-3-yl)amino)-2-isopropylisoquinolin-1(2H)-one